1-(4-((4-(((4-(4-((1S,2R)-6-hydroxy-2-phenyl-1,2,3,4-tetrahydronaphthalen-1-yl)phenoxy)butyl)amino)methyl)benzyl)oxy)phenyl)dihydropyrimidine-2,4(1H,3H)-dione OC=1C=C2CC[C@H]([C@H](C2=CC1)C1=CC=C(OCCCCNCC2=CC=C(COC3=CC=C(C=C3)N3C(NC(CC3)=O)=O)C=C2)C=C1)C1=CC=CC=C1